(2S,3S,4S,5R)-3-(3,4-difluoro-2-hydroxy-phenyl)-N-[6-((R)-1,2-dihydroxyethyl)-3-pyridinyl]-4,5-dimethyl-5-(trifluoromethyl)tetrahydrofuran-2-carboxamide FC=1C(=C(C=CC1F)[C@H]1[C@H](O[C@]([C@H]1C)(C(F)(F)F)C)C(=O)NC=1C=NC(=CC1)[C@H](CO)O)O